CC1=COC2=C1C=C(C=C2)O 3-methyl-1-benzofuran-5-ol